(R)-3-(2-(4-(4-iodophenyl)piperazin-1-yl)ethyl)-8-(methylsulfonyl)-2-oxa-8-azaspiro[4.5]decan-1-one IC1=CC=C(C=C1)N1CCN(CC1)CC[C@@H]1OC(C2(C1)CCN(CC2)S(=O)(=O)C)=O